[Cl-].C(CCCCCCCCC)[N+]1=CC=CC=C1 1-Decylpyridinium chloride